N-(2-(6-chloro-3-fluoropyridin-2-yl)propan-2-yl)acetamide ClC1=CC=C(C(=N1)C(C)(C)NC(C)=O)F